COC=1C2=C(N=CN1)C=CN2C=2C=C1C(=NC2)N=C(N1CC=1C=C(C=CC1)C(C)(C)O)C 2-(3-((6-(4-methoxy-5H-pyrrolo[3,2-d]pyrimidin-5-yl)-2-methyl-1H-imidazo[4,5-b]pyridin-1-yl)methyl)phenyl)propan-2-ol